4-(2-Amino-2-methylpropanoyl)-N-(1-(4-((4-(azetidin-3-yl)piperidin-1-yl)methyl)phenyl)-2-oxo-1,2-dihydropyrimidin-4-yl)piperazine-1-carboxamide hydrochloride salt Cl.NC(C(=O)N1CCN(CC1)C(=O)NC1=NC(N(C=C1)C1=CC=C(C=C1)CN1CCC(CC1)C1CNC1)=O)(C)C